C(#N)C(C)(C)S(=O)(=O)N(C)C1=C(C(=CC=C1)CC=1C(OC2=CC(=CC=C2C1C)OC1=NC=CC=C1F)=O)F 2-cyano-N-[2-fluoro-3-[[7-[(3-fluoro-2-pyridyl)oxy]-4-methyl-2-oxo-chromen-3-yl]methyl]phenyl]-N-methyl-propane-2-sulfonamide